C(C#C)N1CC(C1)N 1-(prop-2-yn-1-yl)azetidin-3-amine